tert-butyl 2-(6-(2,2-difluorovinyl)-2-(trifluoromethyl)-3-(2-(trimethylsilyl)ethoxy) phenyl)-2,9-diazaspiro[5.5]undecane-9-carboxylate FC(=CC1=CC=C(C(=C1N1CC2(CCC1)CCN(CC2)C(=O)OC(C)(C)C)C(F)(F)F)OCC[Si](C)(C)C)F